N-(4-(4-(isothiazol-5-ylmethyl)piperazin-1-yl)-1H-pyrrolo[2,3-b]pyridin-6-yl)cyclopropylcarboxamide S1N=CC=C1CN1CCN(CC1)C1=C2C(=NC(=C1)NC(=O)C1CC1)NC=C2